C(C)OC1=NC=CC=C1C1=CC(=C2C(=N1)C(=NN2C(CC)C)C)NCC=2N=CNC2 5-(2-ethoxy-3-pyridinyl)-N-(1H-imidazol-4-ylmethyl)-3-methyl-1-[1-methylpropyl]pyrazolo[4,3-b]pyridin-7-amine